C1(CCC1)CC1=CC=C2C(=N1)NC=C2C2=CC=1N(C=C2)N=CC1C(=O)N1CCN(CC1)C (5-(6-(cyclobutylmethyl)-1H-pyrrolo[2,3-b]pyridin-3-yl)pyrazolo[1,5-a]pyridin-3-yl)(4-methylpiperazin-1-yl)methanone